3,6-Di(9-carbazolyl)-9-(2-ethylhexyl)carbazole C1=CC=CC=2C3=CC=CC=C3N(C12)C=1C=CC=2N(C3=CC=C(C=C3C2C1)N1C2=CC=CC=C2C=2C=CC=CC12)CC(CCCC)CC